OC1=C(CC2=C(C=CC=C2)N2N=C3C(=N2)C=CC=C3)C=C(C=C1CCCCCCCCCCCC)C (2-[2-hydroxy-3-dodecyl-5-methylbenzyl]phenyl)-2H-benzotriazole